FC(C=1C=CC(=NC1)N1CC=2N(CC1)N=C(N2)COC([C@H](C)NC(OC(C)(C)C)=O)([2H])[2H])(F)F Tert-butyl (S)-(1-((7-(5-(trifluoromethyl)pyridin-2-yl)-5,6,7,8-tetrahydro-[1,2,4]triazolo[1,5-a]pyrazin-2-yl)methoxy)propan-2-yl-1,1-d2)carbamate